3-Methylcatechol CC1=C(C(O)=CC=C1)O